4-(Furan-2-yl)quinolin O1C(=CC=C1)C1=CC=NC2=CC=CC=C12